6-chloro-N-[5-(2,2-difluoroethyl)-4-methoxy-pyrimidin-2-yl]-7-methylsulfinyl-1H-indole ClC1=CC=C2C=CN(C2=C1S(=O)C)C1=NC=C(C(=N1)OC)CC(F)F